C(C)(C)(C)OO Tertiary Butyl Hydroperoxide